ClCCN1C(=NC2=C(C1=O)C=NN2C2=CC=CC=C2)C=2C=NC(=CC2)F 5-(2-chloroethyl)-6-(6-fluoropyridin-3-yl)-1-phenyl-1,5-dihydro-4H-pyrazolo[3,4-d]pyrimidin-4-one